1,4,4,7-tetramethyl-5H-[1,2,4]triazolo[4,3-a]quinoxaline CC1=NN=C2N1C1=CC=C(C=C1NC2(C)C)C